FC=1C=CC=2N(C1)N=C(C2)O 6-fluoropyrazolo[1,5-a]pyridin-2-ol